1-(4-(4-(4-ethynylcyclohexyl)piperazin-1-yl)phenyl)dihydropyrimidine-2,4(1H,3H)-dione C(#C)C1CCC(CC1)N1CCN(CC1)C1=CC=C(C=C1)N1C(NC(CC1)=O)=O